[1-[(R)-[(1R,2R)-2-[(5-fluoro-2,2-dimethyl-chroman-4-yl)carbamoyl]cyclopropyl]-pyridin-1-ium-3-yl-methyl]-4,4-dimethyl-6-oxo-hexahydropyrimidin-2-ylidene]ammonium FC1=C2C(CC(OC2=CC=C1)(C)C)NC(=O)[C@H]1[C@@H](C1)[C@@H](N1C(NC(CC1=O)(C)C)=[NH2+])C=1C=[NH+]C=CC1